7-Bromo-6-fluoro-1,2-dimethylquinolin-4(1H)-one BrC1=C(C=C2C(C=C(N(C2=C1)C)C)=O)F